1,2-epoxydocosane C1C(CCCCCCCCCCCCCCCCCCCC)O1